1-piperidinyl-1,1-dimethyldisiloxane N1(CCCCC1)[Si](O[SiH3])(C)C